C1(=CC=CC=C1)CCCC1C2(C3=CC=CC=C3C1)CCC1(CC2)OCCO1 2''-(3-phenylpropyl)-2'',3''-dihydrodispiro[[1,3]dioxolane-2,1'-cyclohexane-4',1''-indene]